3-bromo-4-iodo-N,N-bis[(4-methoxyphenyl)methyl]-5-methyl-aniline BrC=1C=C(N(CC2=CC=C(C=C2)OC)CC2=CC=C(C=C2)OC)C=C(C1I)C